C(C1=CC=NC=C1)(=O)C1=C(C(=O)O)C=CC=C1N isonicotinoyl-3-aminobenzoic acid